dimethyl-N3-(2-(1-(1-methylpiperidin-4-yl)-1H-pyrazol-4-yl)quinolin-4-yl)propane-1,3-diamine CC(CCNC1=CC(=NC2=CC=CC=C12)C=1C=NN(C1)C1CCN(CC1)C)(N)C